N1=CC=C2N1C1=CC(=CC=C1N=C2)C(=O)N pyrazolo[1,5-a]quinoxalin-8-carboxamide